2-(3-(difluoromethyl)-1-methyl-1H-pyrazole-4-carbonyl)hydrazine-1-carboxylic acid tert-butyl ester C(C)(C)(C)OC(=O)NNC(=O)C=1C(=NN(C1)C)C(F)F